(+/-)-N5-Ethyl-N7-methyl-3-phenyl-2,3-dihydrobenzofuran-5,7-dicarboxamid C(C)NC(=O)C=1C=C(C2=C([C@H](CO2)C2=CC=CC=C2)C1)C(=O)NC |r|